C1(=C(C=CC=C1)N(C=1C=CC=C2C1OC1=C2C=2C=CC=CC2C=C1)C1=CC=2C(C3=CC=CC=C3C2C=C1)(C)C)C1=CC=CC=C1 N-(1,1'-biphenyl-2-yl)-N-(9,9-dimethyl-9H-fluoren-2-yl)benzo[b]naphtho[1,2-d]furan-8-amine